FC1=C(OC=2C(=NC(=CC2)N=S(=O)(C)C)C=2C3=C(C(N(C2)C)=O)NC=C3)C=CC(=C1)F 4-{3-(2,4-difluorophenoxy)-6-{[dimethyl(oxo)-λ6-sulfaneylidene]amino}-pyridin-2-yl}-6-methyl-1,6-dihydro-7H-pyrrolo[2,3-c]pyridin-7-one